(2S,3R,5S)-5-Propionyltetrahydrofuran-2,3-diyl diacetate C(C)(=O)O[C@@H]1O[C@@H](C[C@H]1OC(C)=O)C(CC)=O